2-Chlorophenyl (((3aR,6aR)-6-(2,4-dioxo-3,4-dihydropyrimidin-1(2H)yl)-2,2-diMethyltetrahydrofuro[3,4-d][1,3]dioxolan-4-yl)methyl)(2-(octadecyloxy)Ethyl) phosphate P(=O)(OC1=C(C=CC=C1)Cl)(OCC(OCCCCCCCCCCCCCCCCCC)CC1OC([C@@H]2OC(O[C@@H]21)(C)C)N2C(NC(C=C2)=O)=O)[O-]